[Sn].[In].[Ga].[Ag] silver-gallium-indium-tin